FC=1C=C(C=C(C1[C@H]1N([C@@H](CC2=C1NC1=CC=CC=C21)C)CC(C)(C)F)F)/C=C/C(=O)O (2E)-3-[3,5-difluoro-4-[(1R,3R)-2-(2-fluoro-2-methylpropyl)-2,3,4,9-tetrahydro-3-methyl-1H-pyrido[3,4-b]indol-1-yl]phenyl]-2-propenoic acid